NC1=CN=C(C=N1)OC 6-amino-3-methoxypyrazine